C(C)(=O)OC1=CC(=C(C(=C1C)C)C(=O)N1CC2=CC=CC(=C2C1)NCC)OC(C)=O 4-(4-(ethylamino)isoindoline-2-carbonyl)-5,6-dimethyl-1,3-phenylene diacetate